CC1(N(C(C=2C1=NC(=CC2)NC2=NC=C(C(=O)O)C(=C2)N[C@H](CO)C2=CC=CC=C2)=O)CCC)C (S)-6-((7,7-dimethyl-5-oxo-6-propyl-6,7-dihydro-5H-pyrrolo[3,4-b]pyridin-2-yl)amino)-4-((2-hydroxy-1-phenylethyl)amino)nicotinic acid